N1(N=CC=C1)C1=NC=CC2=C1N=CN=C2 8-(1H-pyrazol-1-yl)pyrido[3,4-d]pyrimidin